BrCC(COCC1=C(C=CC=C1)C)=O 1-bromo-3-((2-methylbenzyl)oxy)propan-2-one